Hydroxyl-Pyridon OC=1C(NC=CC1)=O